2-[[(2S)-1,4-Dioxan-2-yl]methyl]-8-methyl-N-[(4-methyltetrahydrofuran-2-yl)methyl]spiro[5H-furo[2,3-g]indazol-4,1'-cyclopropan]-7-carboxamid O1[C@H](COCC1)CN1N=C2C3=C(CC4(CC4)C2=C1)OC(=C3C)C(=O)NCC3OCC(C3)C